3-[(1R,5S)-6,6-dimethylbicyclo[3.1.1]hept-2-en-2-yl]-2,2-dimethylpropanenitrile CC1([C@H]2CC=C([C@@H]1C2)CC(C#N)(C)C)C